S1C(=NC2=C1C=CC=C2)N2CCN(CC2)CCCC(=O)NCC=2SC(=C(N2)CO)C 4-(4-(benzo[d]thiazol-2-yl)piperazin-1-yl)-N-((4-(hydroxymethyl)-5-methylthiazol-2-yl)methyl)butanamide